N[C@@H]1[C@H]([C@H]([C@@H](C1)N1C=C(C2=C1N=CN=C2N)I)O)O (1S,2R,3S,5R)-3-amino-5-{4-amino-5-iodo-7H-pyrrolo[2,3-d]pyrimidin-7-yl}cyclopentane-1,2-diol